FC(C(=O)O)(F)F.N1(CCCCC1)CC1=CC=C(/C=C/C2=NNC3=CC(=CC=C23)\C=C/2\C(NCC23CCNCC3)=O)C=C1 (E)-4-((3-((E)-4-(piperidin-1-ylmethyl)styryl)-1H-indazole-6-yl)methylene)-2,8-diazaspiro[4.5]decane-3-one trifluoroacetate